N=C(C1=CC=C(C=C1)CNC([C@H](C)NC([C@@H](CCC1=CC=CC=C1)NCC1=C(C=CC=C1)N1CCN(CC1)C)=O)=O)NC(OCC1=CC=CC=C1)=O benzyl (imino(4-(((S)-2-((R)-2-((2-(4-methylpiperazin-1-yl)benzyl)amino)-4-phenylbutanamido)propanamido)methyl)phenyl)methyl)carbamate